BrC1=CC=C(C=C1)N1C=C(C(=C1)C1=CC=C(C=C1)F)C(=O)OC methyl 1-(4-bromophenyl)-4-(4-fluorophenyl)-1H-pyrrole-3-carboxylate